CC1=CC(CC1(C)C)=O 3,4,4-trimethyl-2-cyclopenten-1-one